OC1CC(C1)N1C(N(CC=2C1=NC(=NC2)S(=O)(=O)C)[C@H]2CCN(C1=C(C=CC=C21)C)C(C(F)(F)F)=O)=O 1-(3-hydroxycyclobutyl)-7-methylsulfonyl-3-[(4S)-8-methyl-1-(2,2,2-trifluoroacetyl)-3,4-dihydro-2H-quinolin-4-yl]-4H-pyrimido[4,5-d]pyrimidin-2-one